C(#N)/C(/C(=O)OCC)=C\C1=CN(C2=CC=CC=C12)C1=C(C=CC=C1)OC Ethyl (E)-2-cyano-3-(1-(2-methoxyphenyl)-1H-indol-3-yl)acrylate